FC1=C(C(N)=N)C=C(C=C1)OC=1C(=C2C=CNC2=CC1F)SC(C)C 2-fluoro-5-((6-fluoro-4-(isopropylthio)-1H-indol-5-yl)oxy)benzimidamide